N1=CN(CC2=CC=CC=C12)C(=O)[O-] Quinazoline-3(4H)-carboxylate